[C@@H]1(C=CCCC1)N (R)-2-cyclohexen-1-amine